5-oxo-2-(pyridazine-3-carboxamido)hexanediamide O=C(CCC(C(=O)N)NC(=O)C=1N=NC=CC1)C(=O)N